NC1=C2N=CN(C2=NC=N1)[C@H]1[C@@H]([C@@H]([C@H]2[C@@H](CCCC12)O)O)O (1R,2S,3R,7R,7aR)-3-(6-amino-9H-purin-9-yl)octahydro-1H-indene-1,2,7-triol